ClC=1C=C(C=C(C1)F)OB(O)O 3-chloro-5-fluorophenyl-boric acid